FC1=CC(=C(C=C1C=1C=NC(=CC1)N1CCN(CC1)C)NC(=O)C1=C(N(C(C=C1)=O)C)C(F)(F)F)N1C[C@H](N(CC1)C)C |r| N-[4-fluoro-5-[6-(4-methylpiperazin-1-yl)pyridin-3-yl]-2-[rac-(3R)-3,4-dimethylpiperazin-1-yl]phenyl]-1-methyl-6-oxo-(trifluoromethyl)pyridine-3-carboxamide